O-palmitoyl-threonine C(CCCCCCCCCCCCCCC)(=O)O[C@@H]([C@H](N)C(=O)O)C